4-sulfonylbis(bromomethyl)benzene S(=O)(=O)=C1CC(=C(C=C1)CBr)CBr